methyl 3-((1H-pyrrolo[2,3-c]pyridin-5-yl)oxy)benzoate N1C=CC=2C1=CN=C(C2)OC=2C=C(C(=O)OC)C=CC2